isopropyl-diethanolamine C(C)(C)N(CCO)CCO